OC=1C=C(C=2N(C1)N=CC2C#N)C=2C=NC(=CC2)N2CCN(CC2)CC2=C(C=CC=C2)S(=O)(=O)C 6-hydroxy-4-(6-(4-(2-(methylsulfonyl)benzyl)piperazin-1-yl)pyridin-3-yl)pyrazolo[1,5-a]pyridine-3-carbonitrile